[Li+].FC1=CC=C(OCC2C(C2)C(=O)[O-])C=C1 2-((4-Fluorophenoxy)methyl)cyclopropane-1-carboxylic acid lithium salt